C1(=CC=CC2=CC=C3C=C4C=CC=CC4=CC3=C12)NC1(CC=C(C=C1)C1=CC=CC=C1)N N'-tetraphenyl-[1,1-biphenyl]-4,4-diamine